CC=1/C(/C2=CC=CC=C2C1CCC(=O)O)=C/C1=CC(=CC=C1)COC1=CC=CC=C1 (Z)-3-(2-Methyl-1-(3-(phenoxymethyl)benzylidene)-1H-inden-3-yl)propanoic acid